ClC=1C(=C2C=NNC2=CC1C)C=1C(=NN(C1C)C1CC2(CN(C2)C(C=C)=O)C1)C1=CC2=CN(N=C2C=C1)CCOCCOC 1-(6-(4-(5-Chloro-6-methyl-1H-indazol-4-yl)-3-(2-(2-(2-methoxyethoxy)ethyl)-2H-indazol-5-yl)-5-methyl-1H-pyrazol-1-yl)-2-azaspiro[3.3]heptan-2-yl)prop-2-en-1-on